ClC=1C(=NC(=NC1)N1CCN(CC1)CC(=O)NC1=CC=C(C=C1)NC1C(NC(CC1)=O)=O)NC=1C=C2C=C(C(N(C2=CC1)C)=O)OCC(=O)NC [4-[5-chloro-4-[[1-methyl-3-[2-(methylamino)-2-oxo-ethoxy]-2-oxo-6-quinolyl]amino]pyrimidin-2-yl]piperazin-1-yl]-N-[4-[(2,6-dioxo-3-piperidyl)amino]phenyl]acetamide